COCC12CCC(CC1)(C2)C(=O)OC methyl 4-(methoxymethyl)norbornane-1-carboxylate